(5-amino-7-fluoroimidazo[1,2-c]quinazolin-2-yl)(2,8-diazaspiro[4.5]decan-8-yl)methanone NC1=NC=2C(=CC=CC2C=2N1C=C(N2)C(=O)N2CCC1(CCNC1)CC2)F